C1(CC1)C=1N=CN(C1C1COCC1)CC1=CC2=C(N(C(N2C)=O)C)C=C1 5-[(4-cyclopropyl-5-tetrahydrofuran-3-yl-imidazol-1-yl)methyl]-1,3-dimethyl-benzimidazol-2-one